tert-Butyl 1-amino-5-(methoxymethoxy)-3-azabicyclo[3.1.1]heptane-3-carboxylate NC12CN(CC(C1)(C2)OCOC)C(=O)OC(C)(C)C